N(=C=O)[C@@H](C)C1=CC=CC=C1 (S)-(1-isocyanatoethyl)benzene